OC1CN(C1)C1=NC(=CC2=C1N(C(N2C)=O)C)C=2C=CC=C1C=C(N=CC21)C=2C=CC(=NC2)C(=O)OC methyl 5-(8-(4-(3-hydroxyazetidin-1-yl)-1,3-dimethyl-2-oxo-2,3-dihydro-1H-imidazo[4,5-c]pyridin-6-yl)isoquinolin-3-yl)picolinate